C(CCC)CC(CC(=O)[O-])=O.C(CCC)CC(CC(=O)[O-])=O.[Al+2] aluminum bis(butylacetoacetate)